4-[(4-methyl-2-oxo-chromen-7-yl)oxymethyl]benzoic acid [2-(2-furylmethylcarbamoylamino)-2-oxo-ethyl] ester O1C(=CC=C1)CNC(=O)NC(COC(C1=CC=C(C=C1)COC1=CC=C2C(=CC(OC2=C1)=O)C)=O)=O